4-{[tert-butyl-(dimethyl)silyl]oxy}-1-(2-octylcyclopropyl)butan-2-ol C(C)(C)(C)[Si](OCCC(CC1C(C1)CCCCCCCC)O)(C)C